selenium (IV)-selenium [Se+2].[Se+4]